Cl.C1(=CC(=CC=C1)C[C@@H](C(=O)OCC(F)(F)F)N)C1=CC=CC=C1 2,2,2-Trifluoroethyl (S)-3-((1,1'-biphenyl)-3-yl)-2-aminopropanoate hydrochloride